(4,4'-dimethoxytrityl)deoxythymidine COC1=CC=C(C(C2=CC=C(C=C2)OC)(C2=CC=CC=C2)[C@@]2(C[C@H](O)[C@@H](CO)O2)N2C(=O)NC(=O)C(C)=C2)C=C1